4-cyano-5-methylpicolinic acid C(#N)C1=CC(=NC=C1C)C(=O)O